CC=1N=C(N=NC1C1=C(C=C(C=C1)S(F)(F)(F)(F)F)O)N[C@H]1CN(CCC1)C (R)-2-(5-methyl-3-((1-methylpiperidin-3-yl)amino)-1,2,4-triazin-6-yl)-5-(pentafluoro-λ6-sulfaneyl)phenol